NC1=NC(=CC(=N1)N1CCC(CC1)N(C(OC(C)(C)C)=O)CC1=CC(=CC=C1)N1CCCC1)C tert-Butyl (1-(2-amino-6-methylpyrimidin-4-yl)piperidin-4-yl)(3-(pyrrolidin-1-yl)benzyl)carbamate